C(C=C)N1C(CC1)C(=O)O 1-ALLYL-AZETIDINE-2-CARBOXYLIC ACID